CC1(CC(CN1)CC(CN)C1=CC=CC=C1)C 3-(5,5-dimethylpyrrolidin-3-yl)-2-phenyl-propan-1-amine